C1(CC1)C1=CC2=CN(N=C2C=C1)C=1C=C2C(=CN1)N(N=C2)CC(C(F)(F)F)(F)F 5-(5-cyclopropylindazol-2-yl)-1-(2,2,3,3,3-pentafluoropropyl)pyrazolo[3,4-c]pyridine